2-(4-(((Tert-butyldiphenylsilyl)oxy)methyl)-6-(ethoxycarbonyl)-3-methylbenzo[b]thiophen-2-yl)-1H-indole-1-carboxylic acid tert-butyl ester C(C)(C)(C)OC(=O)N1C(=CC2=CC=CC=C12)C1=C(C2=C(S1)C=C(C=C2CO[Si](C2=CC=CC=C2)(C2=CC=CC=C2)C(C)(C)C)C(=O)OCC)C